FC=1C(=CC(=C(C1)C1=CC(=NC=C1)C(C(=O)N)C1=CC(=CC=C1)F)[N+](=O)[O-])OC (4-(5-fluoro-4-methoxy-2-nitrophenyl)pyridin-2-yl)-2-(3-fluorophenyl)acetamide